2-chloro-5-(methoxymethyl)pyrimidine ClC1=NC=C(C=N1)COC